C1(CC1)C(=O)N1CCC(CC1)C=1C=C2C(=C(NC2=CC1)C1=CC(=NC=C1)C)C(C)C cyclopropyl-(4-(3-isopropyl-2-(2-methylpyridin-4-yl)-1H-indol-5-yl)piperidin-1-yl)methanone